3,3-Bis(4-chlorophenyl)-1-(1,3-dithian-2-yl)-2-phenylprop-2-en-1-one ClC1=CC=C(C=C1)C(=C(C(=O)C1SCCCS1)C1=CC=CC=C1)C1=CC=C(C=C1)Cl